Rac-syn-3-(1-(2-chloro-4-fluorophenylethyl)-3-((dimethylamino)methyl)-4-hydroxypiperidin-4-yl)benzonitrile ClC1=C(C=CC(=C1)F)CCN1CC(C(CC1)(O)C=1C=C(C#N)C=CC1)CN(C)C